perfluoro-butyl ether FC(C(C(C(F)(F)F)(F)F)(F)F)(F)OC(C(C(C(F)(F)F)(F)F)(F)F)(F)F